BrC=1C(=CC=2N(C1)C=CN2)COC 6-bromo-7-(methoxymethyl)imidazo[1,2-a]pyridine